3-((5-methyl-1-(tetrahydro-2H-pyran-2-yl)-1H-indazol-4-yl)oxy)-2-nitrobenzoic acid methyl ester COC(C1=C(C(=CC=C1)OC1=C2C=NN(C2=CC=C1C)C1OCCCC1)[N+](=O)[O-])=O